NN1C(=NC(=C1C(=O)N)C1=CC=C(C=C1)C(NC1=NC=CC=C1)=O)[C@H]1N(CCCC1)C(C=C(C)C)=O (S)-1-amino-2-(1-(3-methylbut-2-enoyl)piperidin-2-yl)-4-(4-(pyridin-2-ylcarbamoyl)phenyl)-1H-imidazole-5-carboxamide